N1=C(C=CC=C1)C1C(CCCCCCCCCCC1)=O pyridinylcyclotridecan-2-one